(3,3'-dimethyl-4,4'-biphenyl) diisocyanate [N-]=C=O.[N-]=C=O.CC=1C=CC=CC1C1=C(C=CC=C1)C